3-[4-(3-chloro-4-methoxy-benzylamino)-2-(2-hydroxymethyl-pyrrolidine-1-yl)-pyrimidin-5-yl]-3-oxo-propionic acid ethyl ester C(C)OC(CC(=O)C=1C(=NC(=NC1)N1C(CCC1)CO)NCC1=CC(=C(C=C1)OC)Cl)=O